(11R)-6-(2,6-Dimethylphenyl)-7,11-dimethyl-9-oxa-2λ6-thia-3,5,12,19-tetraazatricyclo[12.3.1.14,8]nonadeca-1(18),4,6,8(19),14,16-hexaene-2,2,13-trione CC1=C(C(=CC=C1)C)C=1N=C2NS(C=3C=CC=C(C(N[C@@H](COC(C1C)=N2)C)=O)C3)(=O)=O